1-(7-((tert-butyldimethylsilyl)oxy)naphthalen-1-yl)cyclopropanamine [Si](C)(C)(C(C)(C)C)OC1=CC=C2C=CC=C(C2=C1)C1(CC1)N